C(C)(C)(C)OC(NCC1=NC=C2C=CC(=NC2=C1)C1=NC(=CC=C1)N1C[C@@H](O[C@@H](C1)C)C)=O N-[[2-[6-[(2S,6R)-2,6-dimethylmorpholin-4-yl]-2-pyridinyl]-1,6-naphthyridin-7-yl]methyl]carbamic acid tert-butyl ester